cyclopentyl (2S)-2-[[4-[[8-(hydroxyamino)-8-oxooctanoyl]amino]phenyl]methylamino]-2-phenylacetate ONC(CCCCCCC(=O)NC1=CC=C(C=C1)CN[C@H](C(=O)OC1CCCC1)C1=CC=CC=C1)=O